9-(tert-butyl) 3-ethyl 4-(methoxymethyl)-5-(3-pyridylmethoxy)pyrido[3,4-b]indole-3,9-dicarboxylate COCC1=C(N=CC=2N(C3=CC=CC(=C3C21)OCC=2C=NC=CC2)C(=O)OC(C)(C)C)C(=O)OCC